2-methyl-4-benzyloxy-1-pentene CC(=C)CC(C)OCC1=CC=CC=C1